NC1=C(C=C(C=C1)C1=CC(=CC=C1)C(=O)NCCC(C)C)[N+](=O)[O-] 4'-amino-N-isopentyl-3'-nitro-[1,1'-biphenyl]-3-carboxamide